OC(C(=O)OCCCCCCOCC1=CC=CC=C1)CCC(=O)OCCCCCCOCC1=CC=CC=C1 bis(6-(benzyloxy)hexyl) 2-hydroxypentanedioate